C(C)(C)(C)C1=CC=C(C=C1)I(C1=CC=C(C=C1)C(C)(C)C)Cl di(4-tert-butylphenyl)iodine chloride